ClC=1N=C(N2C1C(=CC(=C2)S(=O)(=O)NC2(CC2)CF)N2CCC1(COC1)CC2)C=2SC(=CN2)C(F)F 1-chloro-3-[5-(difluoromethyl)thiazol-2-yl]-N-[1-(fluoromethyl)cyclopropyl]-8-(2-oxa-7-azaspiro[3.5]nonan-7-yl)imidazo[1,5-a]pyridine-6-sulfonamide